2-amino-6-bromo-3-nitrophenol NC1=C(C(=CC=C1[N+](=O)[O-])Br)O